(4R)-7,7-dimethyl-4-(1-(methylsulfonyl)spiro[indole-3,4'-piperidine]-1'-carbonyl)-6,9-dioxa-1-phenyl-2,10-dioxa-5,8-diazadodecane CC(ON[C@H](COCC1=CC=CC=C1)C(=O)N1CCC2(CC1)CN(C1=CC=CC=C12)S(=O)(=O)C)(NOOCC)C